COC=1C=CC(=C2C(=CC=NC12)C=CC(=O)[O-])[N+](=O)[O-] 3-(8-Methoxy-5-nitroquinolin-4-yl)-acrylate